7-(Benzyloxy)-N-(1-(difluoromethyl)-2-oxo-1,2-dihydropyridin-3-yl)-2-(1-methyl-2-oxabicyclo[2.1.1]hexan-4-yl)imidazo[1,2-a]pyridine-6-carboxamide C(C1=CC=CC=C1)OC1=CC=2N(C=C1C(=O)NC=1C(N(C=CC1)C(F)F)=O)C=C(N2)C21COC(C2)(C1)C